FC1(CCC(CC1)COC1=CC=C(C2=C1NC=N2)NC(C=C)=O)F N-(7-((4,4-difluorocyclohexyl)methoxy)-1H-benzo[d]imidazol-4-yl)acrylamide